2-(4-(2-((tert-butyldimethylsilyl)oxy)propan-2-yl)-5-fluoro-6-(4-fluorophenyl)pyridin-2-yl)-1,1,1-trifluoro-3-nitropropan-2-ol [Si](C)(C)(C(C)(C)C)OC(C)(C)C1=CC(=NC(=C1F)C1=CC=C(C=C1)F)C(C(F)(F)F)(C[N+](=O)[O-])O